5-(4,4,5,5-tetraMethyl-1,3,2-dioxaborolan-2-yl)benzo[d]thiazole CC1(OB(OC1(C)C)C=1C=CC2=C(N=CS2)C1)C